ClC1=C(C(=O)O)C=C(C(=C1)F)N1C(N(C(N(C1=O)C)=S)C)=O (R)-2-chloro-4-fluoro-5-(3,5-dimethyl-2,6-dioxo-4-thioxo-1,3,5-triazin-1-yl)benzoic acid